(8-bromo-5-isobutyl-1,3,4,5-tetrahydro-2H-pyrido[4,3-b]indol-2-yl)-N-hydroxy-8-oxooctanoylamide BrC1=CC=2C3=C(N(C2C=C1)CC(C)C)CCN(C3)C(CCCCCCC(=O)[N-]O)=O